2-[(2,2-difluorospiro[3.3]-heptan-6-yl)amino]acetic acid FC1(CC2(C1)CC(C2)NCC(=O)O)F